N1CC(=CC2=CN=CC=C12)C(=O)O dihydro-1,6-naphthyridine-3-carboxylic acid